BrC1=C(C(=C2C(=NC(N(C2=C1)C=1C(=NC=CC1)C(C)C)=O)O)F)Cl 7-bromo-6-chloro-5-fluoro-4-hydroxy-1-(2-isopropylpyridin-3-yl)quinazolin-2(1H)-one